COC(CN(C(=O)C12CC3CC(CC(C1)C3)C2)C)OC N-(2,2-dimethoxyethyl)-N-methyl-adamantane-1-carboxamide